2-(4-Bromo-3-methoxyphenyl)propan-1-amine BrC1=C(C=C(C=C1)C(CN)C)OC